C(#N)C=1C(=CC2=C(N(C(=N2)NC=2C=C(C(=O)NO)C=CC2)C(C)C)C1)C(F)(F)F 3-((6-cyano-1-isopropyl-5-(trifluoromethyl)-1H-benzo[d]imidazol-2-yl)amino)-N-hydroxybenzamide